[(3R)-pyrrolidin-3-yl]2-[6-[5-(6-methyl-2-pyridyl)-1H-imidazol-4-yl]-3-quinolyl]thiazole-4-carboxylate N1C[C@@H](CC1)OC(=O)C=1N=C(SC1)C=1C=NC2=CC=C(C=C2C1)C=1N=CNC1C1=NC(=CC=C1)C